ClC1=CC(=C(C=C1)C1=NN2C(C(N(C(C2)C)C(=O)[O-])C)=C1C1=CC=NC=C1)F 2-(4-chloro-2-fluorophenyl)-4,6-dimethyl-3-(pyridin-4-yl)-6,7-dihydropyrazolo[1,5-a]pyrazine-5(4H)-carboxylate